ethyl 2-(5-chloropyrimidin-2-yl)-2-[4-(3,4-difluorophenyl)-2-methylsulfanyl-pyrimidin-5-yl]acetate ClC=1C=NC(=NC1)C(C(=O)OCC)C=1C(=NC(=NC1)SC)C1=CC(=C(C=C1)F)F